COC=1C=CC=C(C1)NC(C)=O N-(5-methoxyphenyl)acetamide